N,N6-dimethyladenine CN(C1=C2NC=NC2=NC=N1)C